10-methoxycarbonyloxy-1,4-dihydroanthracene COC(=O)OC1=C2CC=CCC2=CC2=CC=CC=C12